(5-{4-[(4-chlorobenzyl)oxy]-3-ethoxybenzylidene}-4-oxo-2-thioxo-1,3-thiazolidin-3-yl)acetic acid ClC1=CC=C(COC2=C(C=C(C=C3C(N(C(S3)=S)CC(=O)O)=O)C=C2)OCC)C=C1